2'-{4-[(E)-2-Methoxyvinyl]-5-methyl-1H-imidazol-2-yl}-5-morpholin-4-yl-3,4'-bipyridine CO/C=C/C=1N=C(NC1C)C1=NC=CC(=C1)C=1C=NC=C(C1)N1CCOCC1